(3ar,6as)-5-((3-cyano-5-fluorophenyl)sulfonyl)hexahydropyrrolo[3,4-C]pyrrole-2(1H)-carboxylic acid tert-butyl ester C(C)(C)(C)OC(=O)N1C[C@H]2CN(C[C@H]2C1)S(=O)(=O)C1=CC(=CC(=C1)F)C#N